4-ethyl-heptene C(C)C(CC=C)CCC